C(C)(C)(C)C1=NC=C2N=CN(C2=N1)C1=CC(=CC=C1)C(C)(C)C 2-(tert-butyl)-9-(3-(tert-butyl)phenyl)-9H-purine